CS(=O)(=O)C1=C2CCCC2=C(C=2OCCC21)N 4-(methylsulfonyl)-3,5,6,7-tetrahydro-2H-indeno[5,6-b]furan-8-amine